The molecule is a member of the class of 2,5-diketopiperazines that is 2,5-diketopiperazine which is substituted at positions 3 and 6 by 3-(hydroxyamino)propyl groups in which the nitrogens have been acylated by (2E)-5-hydroxy-3-methylpent-2-enoyl groups. The substituent at position 3 has been further modified by having its terminal hydroxy group esterified by condensation with the carboxy group of N(5)-hydroxy-L-ornithine in which the N(5) nitrogen has been acylated by a (2E)-5-hydroxy-3-methylpent-2-enoyl group. It has a role as a siderophore. It is a homoallylic alcohol, a hydroxamic acid, a member of 2,5-diketopiperazines, a carboxylic ester, a primary alcohol and a primary amino compound. It is a conjugate acid of a desferricoprogen B(3-). C/C(=C\\C(=O)N(CCC[C@H]1C(=O)N[C@H](C(=O)N1)CCCN(C(=O)/C=C(\\C)/CCOC(=O)[C@H](CCCN(C(=O)/C=C(\\C)/CCO)O)N)O)O)/CCO